1-(4-aminopiperidin-1-yl)-2-(4-(trifluoromethyl)phenyl)ethanone NC1CCN(CC1)C(CC1=CC=C(C=C1)C(F)(F)F)=O